3-{4-[3-(2-chloro-6-fluorophenyl)-4-(hydroxymethyl)-1,2-oxazol-5-yl]-5-(trifluoromethyl)-1H-pyrazol-1-yl}-1-methylcyclobutan-1-ol ClC1=C(C(=CC=C1)F)C1=NOC(=C1CO)C=1C=NN(C1C(F)(F)F)C1CC(C1)(O)C